C(C)(C)(C)OC(=O)N1CC2=CC(=C(C=C2CC1)C=1N(C(=C(C1)C(N(C1=CC=CC=C1)C)=O)C)C)C(=O)O 2-[(tert-butoxy)carbonyl]-6-{1,5-dimethyl-4-[methyl-(phenyl)carbamoyl]-1H-pyrrol-2-yl}-1,2,3,4-tetrahydroisoquinoline-7-carboxylic acid